C(C)OC(=O)C=1C(NC2=NC=C(C=C2C1O)Br)=O 6-bromo-4-hydroxy-2-oxo-1,2-dihydro-1,8-naphthyridine-3-carboxylic acid ethyl ester